3-fluorophenyl-propionic acid methyl ester COC(C(C)C1=CC(=CC=C1)F)=O